C(C)OCC1(CN(CC1)CC1=CC=C(C=C1)NC(C)=O)CCC1=CC=CC=C1 N-(4-((3-(ethoxymethyl)-3-phenethyl-pyrrolidin-1-yl)methyl)phenyl)acetamide